Methyl-(S)-(1-(4-fluoro-3-(trifluoromethoxy)phenyl)cyclopropyl)(pyrrolidin-2-ylmethyl)-Carbamat COC(N(C[C@H]1NCCC1)C1(CC1)C1=CC(=C(C=C1)F)OC(F)(F)F)=O